CC1(OB(OC1(C)C)C1=CC=C(CNS(=O)(=O)C)C=C1)C N-(4-(4,4,5,5-tetramethyl-1,3,2-dioxaborolan-2-yl)benzyl)methanesulfonamide